C(CCC)N(C(S)=S)CCCC N,N-dibutyl-dithio-carbamic acid